CS(=O)(=O)OC1CCN(CC1)S(=O)(=O)C (1-(methylsulfonyl) piperidin-4-yl) methylsulfonate